C(C)(C)(C)OC(=O)N1CCC2(C[C@@H](C[C@H]2NS(=O)C(C)(C)C)F)CC1 (1R,3S)-3-fluoro-1-[(2-methylpropan-2-sulfinyl)amino]-8-azaspiro[4.5]decane-8-carboxylic acid tert-butyl ester